(+)-phenethylamine C(CC1=CC=CC=C1)N